S1CC1 thiairane